(R)-4-(5-ethyl-1,3,4-thiadiazol-2-yl)-2-fluoro-N-(8-methylisoquinolin-1-yl)-N-(piperidin-3-yl)benzamide C(C)C1=NN=C(S1)C1=CC(=C(C(=O)N([C@H]2CNCCC2)C2=NC=CC3=CC=CC(=C23)C)C=C1)F